FC(C=1C=CC=2N(N1)C(=CN2)C2=CC(=NC=N2)N2C(C(CC2)CNS(=O)(=O)C)C)F N-((1-(6-(6-(difluoromethyl)imidazo[1,2-b]pyridazin-3-yl)pyrimidin-4-yl)-2-methylpyrrolidin-3-yl)methyl)methanesulfonamide